Dimethyl 2-(2-(2-fluoro-6-methylphenyl)hydrazino)-3-oxo-glutarate FC1=C(C(=CC=C1)C)NNC(C(=O)OC)C(CC(=O)OC)=O